8,8,8-trifluorooctane-1-amine FC(CCCCCCCN)(F)F